ClC1=C(OC2CN(CC2)C(=O)N2C[C@@H]3[C@@H](OCC(N3)=O)CC2)C=C(C=C1)C(F)(F)F |r| rac-(4aR,8aS)-6-[3-[2-chloro-5-(trifluoromethyl)phenoxy]pyrrolidine-1-carbonyl]-4,4a,5,7,8,8a-hexahydropyrido[4,3-b][1,4]oxazin-3-one